1-fluoro-4-nitroaniline FC1(N)CC=C(C=C1)[N+](=O)[O-]